(R)-(+)-4-((5-(3-Hydroxy-3-methyl-2-oxoindolin-1-yl)pyridin-3-yl)methyl)phthalazin-1(2H)-one benzenesulfonate C1(=CC=CC=C1)S(=O)(=O)O.O[C@]1(C(N(C2=CC=CC=C12)C=1C=C(C=NC1)CC1=NNC(C2=CC=CC=C12)=O)=O)C